t-Butylbromoacetic acid C(C)(C)(C)C(C(=O)O)Br